CC(C)[C@@H]1C(N(C(N1)=O)C=1C=NC(=CC1)OC1=CC(=C(C=C1)C)OC)=O (5R)-5-(1-methylethyl)-3-(6-{[4-methyl-3-(methyloxy)phenyl]oxy}-3-pyridinyl)-2,4-imidazolidinedione